ClC1=CC=C2NCC(NC2=C1)C 7-chloro-2-methyl-1,2,3,4-tetrahydroquinoxaline